N'-(3,4-dimethoxybenzylidene)-2-(naphthalen-1-yl)acethydrazide COC=1C=C(C=NNC(CC2=CC=CC3=CC=CC=C23)=O)C=CC1OC